2-[1-[(2,4-dichlorophenyl)methyl]-5-oxopyrrolidin-2-yl]-N-(2-ethylbutyl)acetamide ClC1=C(C=CC(=C1)Cl)CN1C(CCC1=O)CC(=O)NCC(CC)CC